(R)-3-(5-(2-Benzyl-4-(methylsulfonyl)piperazin-1-yl)-3-chloro-1H-pyrazolo[3,4-c]pyridin-1-yl)-2,6-difluoro-5-(trifluoromethyl)phenol C(C1=CC=CC=C1)[C@H]1N(CCN(C1)S(=O)(=O)C)C=1C=C2C(=CN1)N(N=C2Cl)C=2C(=C(C(=C(C2)C(F)(F)F)F)O)F